C1(=C(C(=CC=C1)S(=O)(=O)O)S(=O)(=O)O)C=CC1=CC=CC=C1.NC1=C(C(=NN=N1)N)N triaminotriazine stilbenedisulphonate